[4-[5-[5-fluoro-2-[(1-methylsulfonylpiperidin-4-yl)amino]pyrimidin-4-yl]-4-methyl-1,3-thiazol-2-yl]-3-methylphenyl]methanol FC=1C(=NC(=NC1)NC1CCN(CC1)S(=O)(=O)C)C1=C(N=C(S1)C1=C(C=C(C=C1)CO)C)C